(S)-1-(5-(2-(1-cyclopropylethyl)-4-(dimethylamino)-3-oxo-2,3-dihydro-1H-pyrrolo[3,4-c]pyridin-6-yl)-4-methylthiazol-2-yl)-3-methylurea C1(CC1)[C@H](C)N1C(C=2C(=NC(=CC2C1)C1=C(N=C(S1)NC(=O)NC)C)N(C)C)=O